C#C.[Li] Lithium ethyne